5-(1-(3,3-difluoropropyl)-1H-benzo[d][1,2,3]triazol-6-yl)-6-fluoro-4-methoxy-N-(1-(oxetan-3-yl)piperidin-4-yl)pyrrolo[2,1-f][1,2,4]triazin-2-amine FC(CCN1N=NC2=C1C=C(C=C2)C=2C(=CN1N=C(N=C(C12)OC)NC1CCN(CC1)C1COC1)F)F